C1(=CC=CC=C1)NC1=CC(=C(C=C1)C1=CC=C(C=C1)NC1=CC=CC=C1)C=1C=CC=2N(C3=CC=CC=C3C2C1)C1=CC=CC=C1 N4,N4'-diphenyl-(9-phenyl-9H-carbazole-3-yl)-[1,1'-biphenyl]-4,4'-diamine